C(C)[C@]1(COCC=2CN3CC=4C(=CC=5C6=C(CCN(C46)O)C(=C(C5)F)C)C3=CC21)O (1S,9S)-9-ethyl-5-fluoro-1,9-dihydroxy-4-methyl-2,3,12,15-tetrahydrobenzo[de]pyrano[3',4':6,7]indolizino[1,2-h]quinoline